dioleyl-3-dimethylaminopropane chloride salt [Cl-].C(CCCCCCC\C=C/CCCCCCCC)C(CCN(C)C)CCCCCCCC\C=C/CCCCCCCC